C(C)(C)(C)C=1C(=NNC1NC(CC(=O)OCC)=O)C(=O)OCC ethyl 4-(tert-butyl)-5-(3-ethoxy-3-oxopropanamido)-1H-pyrazole-3-carboxylate